N-(4-((6-(1,1-difluoroethyl)pyridin-2-yl)amino)-5-(2-(pyrrolidin-1-yl)ethoxy)pyridin-2-yl)acetamide FC(C)(F)C1=CC=CC(=N1)NC1=CC(=NC=C1OCCN1CCCC1)NC(C)=O